8-Benzoyl-4-methyl-9-phenyl-2H-furo[2,3-h]chromen-2-one C(C1=CC=CC=C1)(=O)C1=C(C=2C(=CC=C3C(=CC(OC23)=O)C)O1)C1=CC=CC=C1